3-(4-bromophenyl)-5-cyano-4,6-diamino-2-ethoxyformyl-1-p-toluenesulfonyl-2,3-dihydro-1H-pyrrolo[2,3-b]pyridine BrC1=CC=C(C=C1)C1C(N(C2=NC(=C(C(=C21)N)C#N)N)S(=O)(=O)C2=CC=C(C)C=C2)C(=O)OCC